FC=1C=C(C=CC1OC=1C=C2C=NN(C2=CC1C=1C=NN(C1)C(=O)OC(C)(C)C)C)NC(=O)C=1C(N(C(=CC1)OC(F)F)C1=CC=C(C=C1)F)=O N-(3-fluoro-4-(1-methyl-6-(1-Boc-pyrazol-4-yl)-1H-indazol-5-yloxy)phenyl)-6-difluoromethoxy-2-oxo-1-(4-fluorophenyl)-1,2-dihydropyridine-3-carboxamide